6-azaspiro[2.5]octane-1-carboxamide C1(CC12CCNCC2)C(=O)N